(S)-N,5-Dimethyl-N-(1-methyl-1H-pyrrolo[2,3-b]pyridin-6-yl)-2-(6-methyl-4-(trifluoromethyl)pyridin-2-yl)-1,2,5-thiadiazolidine-3-carboxamide 1,1-dioxide CN(C(=O)[C@H]1N(S(N(C1)C)(=O)=O)C1=NC(=CC(=C1)C(F)(F)F)C)C1=CC=C2C(=N1)N(C=C2)C